(R)-1-(4-(4-((1-(3-(1,1-difluoro-2-hydroxyethyl)-2-fluorophenyl)ethyl)amino)-7-methoxy-2-methylpyrido[2,3-d]pyrimidin-6-yl)-5,6-dihydropyridin-1(2H)-yl)-2-(dimethylamino)ethan-1-one FC(CO)(F)C=1C(=C(C=CC1)[C@@H](C)NC=1C2=C(N=C(N1)C)N=C(C(=C2)C2=CCN(CC2)C(CN(C)C)=O)OC)F